potassium sodium calcium magnesium rubidium [Rb].[Mg].[Ca].[Na].[K]